OC1=NN(C2=CC=CC=C12)C(\C=C\C1=CC(=C(C=C1)OCC#C)OC)=O (E)-1-(3-hydroxy-1H-indazol-1-yl)-3-(3-methoxy-4-(prop-2-yn-1-yloxy)phenyl)prop-2-en-1-one